C(=O)(O)C(CCCCC1=C(C=CC=C1)CCCC1CC1)(C)C 1-(3-(2-(5-carboxy-5-methylhexyl)phenyl)propyl)cyclopropane